ClC1=CN=C2C(=N1)N(N=C2)C([C@H](C)OC2OCCCC2)CC 6-chloro-1-((2S)-2-((tetrahydro-2H-pyran-2-yl)oxy)pent-3-yl)-1H-pyrazolo[3,4-b]Pyrazine